C(C)(C)(C)OC(=O)N1CCC(CC1)C=1C=CC(=NC1F)C(=O)OC Methyl 5-(1-(t-butoxycarbonyl) piperidin-4-yl)-6-fluoropyridinecarboxylate